5-benzyl-N-(4-(5-((1-hydroxycyclopropyl)methoxy)-2-methylphenyl)pyridin-2-yl)-4H-1,2,4-triazole-3-carboxamide C(C1=CC=CC=C1)C=1NC(=NN1)C(=O)NC1=NC=CC(=C1)C1=C(C=CC(=C1)OCC1(CC1)O)C